tert-butyl (R)-methyl(2-(5-(1-((7-morpholinophthalazin-1-yl)amino)ethyl)thiophen-3-yl)benzyl)carbamate CN(C(OC(C)(C)C)=O)CC1=C(C=CC=C1)C1=CSC(=C1)[C@@H](C)NC1=NN=CC2=CC=C(C=C12)N1CCOCC1